C(C1=CC=CC=C1)OC1=NC(=CC=C1C=1C=CC(=NC1)N1CCN(CC1)CC(=O)OC(C)(C)C)OCC1=CC=CC=C1 Tert-butyl 2-[4-[5-(2,6-dibenzyloxy-3-pyridyl)-2-pyridyl]piperazin-1-yl]acetate